ClC1=C(C=CC=C1)[C@]1([C@H](CCCC1)NCC1=CC(=CC(=C1)F)F)NC (1R,2S)-(2-chlorophenyl)-N2-(3,5-difluorobenzyl)-N1-methylcyclohexane-1,2-diamine